ClC1=CC(=C(C=C1)C1=CC=C2CN(C(C2=C1)=O)C1=NC(=CC(=C1)[C@@H](C)NC1CCCC1)Cl)C1=NN=CN1C (R)-6-(4-Chloro-2-(4-methyl-4H-1,2,4-triazol-3-yl)phenyl)-2-(6-chloro-4-(1-(cyclopentylamino)ethyl)pyridin-2-yl)isoindolin-1-one